((7R)-7-Amino-2-azabicyclo[2.2.1]heptan-2-yl)(2-(1-(cyclopropylmethyl)-6-(3-fluoro-4-hydroxyphenyl)-1H-indol-2-yl)-3-methylbenzofuran-6-yl)methanone N[C@H]1C2N(CC1CC2)C(=O)C2=CC1=C(C(=C(O1)C=1N(C3=CC(=CC=C3C1)C1=CC(=C(C=C1)O)F)CC1CC1)C)C=C2